Arsenic Triiodide [As](I)(I)I